C1=CC=C2C(N=CC3=C(N12)C=CN=C3)=O 5,8,10b-triaza-benzo[e]azulen-4-one